(R)-7-chloro-1-(1-((2-(difluoromethoxy)-3,4,5,6-tetrafluorophenyl)sulfonyl)azepan-3-yl)-1H-benzo[d]imidazol-2-amine ClC1=CC=CC2=C1N(C(=N2)N)[C@H]2CN(CCCC2)S(=O)(=O)C2=C(C(=C(C(=C2F)F)F)F)OC(F)F